2-(2-methyl-5-nitrophenyl)propanenitrile CC1=C(C=C(C=C1)[N+](=O)[O-])C(C#N)C